ClC1=C(C=CC(=C1)F)C=1CCCC2=C(C1C1=C(C=C(C=C1)CC1CN(C1)CCCF)F)C=CC=C2 8-(2-Chloro-4-fluorophenyl)-9-(2-fluoro-4-((1-(3-fluoropropyl)azetidin-3-yl)methyl)phenyl)-6,7-dihydro-5H-benzo[7]annulen